(3S,4R)-3-fluoro-1-methyl-4-piperidylamine hydrogen chloride Cl.F[C@H]1CN(CC[C@H]1N)C